C(#N)C1(CC1)NS(=O)(=O)C=1C=C(C=2N(C1)C(=NC2)C=2SC(=NN2)C(F)F)N2C[C@H](N(CC2)C(=O)C2CN(C2)C(C)C)C (R)-N-(1-cyanocyclopropyl)-3-(5-(difluoromethyl)-1,3,4-thiadiazol-2-yl)-8-(4-(1-isopropylazetidine-3-carbonyl)-3-methylpiperazin-1-yl)imidazo[1,5-a]pyridine-6-sulfonamide